N-(((2R,3S,4R,5S)-5-(4-Aminopyrrolo[2,1-f][1,2,4]triazin-7-yl)-3,4-dihydroxytetrahydrofuran-2-yl)methyl)naphthalene-2-sulfonamide NC1=NC=NN2C1=CC=C2[C@H]2[C@@H]([C@@H]([C@H](O2)CNS(=O)(=O)C2=CC1=CC=CC=C1C=C2)O)O